4-{5-Fluoro-6-[(1-{[4-(propan-2-yl)phenyl]carbamoyl}-D-prolyl)amino]pyridin-3-yl}benzoic acid FC=1C=C(C=NC1NC([C@@H]1N(CCC1)C(NC1=CC=C(C=C1)C(C)C)=O)=O)C1=CC=C(C(=O)O)C=C1